6-[4-(4-ethylpiperazin-1-ylmethyl)phenyl]-N-[1(R)-phenylethyl]-7H-pyrrolo[2,3-D]pyrimidin-4-amine C(C)N1CCN(CC1)CC1=CC=C(C=C1)C1=CC2=C(N=CN=C2N[C@H](C)C2=CC=CC=C2)N1